ClC1=CC=C(C=C1)C1=NN=C(O1)C=1C=CC2=C(NC(=N2)C2=C(C=NC=C2Cl)Cl)C1 6-[5-(4-chloro-phenyl)-[1,3,4]oxadiazol-2-yl]-2-(3,5-dichloro-pyridin-4-yl)-1H-benzimidazole